4-((1-(2-hydroxyethyl)piperidin-4-yl)oxy)-N-(4-(2-(4-methoxyphenyl)propan-2-yl)thiazol-2-yl)benzamide OCCN1CCC(CC1)OC1=CC=C(C(=O)NC=2SC=C(N2)C(C)(C)C2=CC=C(C=C2)OC)C=C1